ClC=1C=NC(=NC1)[C@H]([C@H](C)S(=O)(=O)NC1=NN=C(N1C=1C(=NC=NC1OC)OC)COC)OC (1R,2S)-1-(5-chloropyrimidin-2-yl)-N-(4-(4,6-dimethoxypyrimidin-5-yl)-5-(methoxymethyl)-4H-1,2,4-triazol-3-yl)-1-methoxypropane-2-sulfonamide